3-[2-(dimethylamino)ethyl]-7-[2-hydroxyethyl]indol-4-ol CN(CCC1=CNC=2C(=CC=C(C12)O)CCO)C